2-(methyloleoylamino)ethane-1-sulfonate CN(CCS(=O)(=O)[O-])C(CCCCCCC\C=C/CCCCCCCC)=O